CN1C2=C(OCC(C1=O)NC(C1=CC=CC=C1)(C1=CC=CC=C1)C1=CC=CC=C1)C=CC(=C2)C=CC(=O)N 3-(5-methyl-4-oxo-3-(tritylamino)-2,3,4,5-tetrahydrobenzo[b][1,4]oxazepin-7-yl)acrylamide